(S)-4-(difluoro(3-(6-methyl-3-(trifluoromethyl)-5,6,7,8-tetrahydro-[1,2,4]triazolo[4,3-a]pyrazine-7-carbonyl)phenyl)methyl)phthalazin-1(2H)-one FC(C1=NNC(C2=CC=CC=C12)=O)(C1=CC(=CC=C1)C(=O)N1CC=2N(C[C@@H]1C)C(=NN2)C(F)(F)F)F